5-(benzenesulfonyl)-3-methoxyphthalic acid C1(=CC=CC=C1)S(=O)(=O)C1=CC(=C(C(C(=O)O)=C1)C(=O)O)OC